CC1=CC(=O)CC(C1(/C=C/C(=C\\C(=O)O)/C)O)(C)C The molecule is a member of the class of abscisic acids in which the double bond betweeen positions 2 and 3 has cis- (natural) geometry. It has a role as an abscisic acid receptor agonist. It is a conjugate acid of a 2-cis-abscisate.